COC1=NC(=CC=C1NC(=O)C=1C(=NOC1C)C1=CC=CC=C1)C1=NN(N=C1)C1OCCCC1 (2-methoxy-6-(2-(tetrahydro-2H-pyran-2-yl)-2H-1,2,3-triazol-4-yl)pyridin-3-yl)-5-methyl-3-phenylisoxazole-4-carboxamide